FC=1C(=C(C=CC1F)C1C(SC(C1)(C(F)(F)F)C)C(=O)N)OC 3-(3,4-difluoro-2-methoxyphenyl)-5-methyl-5-(trifluoromethyl)tetrahydrothiophene-2-amide